4-(4-amino-5-(4-aminophenyl)-7H-pyrrolo[2,3-d]pyrimidin-7-yl)piperidine-1-carboxylic acid tert-butyl ester C(C)(C)(C)OC(=O)N1CCC(CC1)N1C=C(C2=C1N=CN=C2N)C2=CC=C(C=C2)N